Magnesium sulfat tert-butyl-4-((4-chloro-5-(isopropyl-(methyl)carbamoyl)-2-oxopyridin-1(2H)-yl)methyl)-4-hydroxypiperidine-1-carboxylate C(C)(C)(C)OC(=O)N1CCC(CC1)(O)CN1C(C=C(C(=C1)C(N(C)C(C)C)=O)Cl)=O.S(=O)(=O)([O-])[O-].[Mg+2]